bis(isopropoxy)-methyl-butylsilane C(C)(C)O[Si](CCCC)(C)OC(C)C